CN1C2=C(C3=CC=CC=C13)C=CN=C2C(=O)C2=CC=CC=C2 (9-methyl-9H-pyrido[3,4-b]indol-1-yl)(phenyl)methanone